2-(pyridin-4-ylsulfonyl)-1-(4-(5-(trifluoromethyl)-1,2,4-oxadiazol-3-yl)phenyl)ethan-1-one N1=CC=C(C=C1)S(=O)(=O)CC(=O)C1=CC=C(C=C1)C1=NOC(=N1)C(F)(F)F